diphenyl-N,N'-bis(4-isopropylphenyl)chrysene-6,12-diamine C1(=CC=CC=C1)C1=C(C=2C(=CC3=C4C=CC=CC4=C(C=C3C2C=C1)NC1=CC=C(C=C1)C(C)C)NC1=CC=C(C=C1)C(C)C)C1=CC=CC=C1